C(CC)NC1=NN2C(C(=N1)N)=NC=C2 N2-propylimidazo[2,1-f][1,2,4]triazine-2,4-diamine